3-(imidazo[1,2-b]pyridazin-3-ylethynyl)-4-methylbenzoic acid N=1C=C(N2N=CC=CC21)C#CC=2C=C(C(=O)O)C=CC2C